ClC=1C=C(C=C(C1)Cl)C=1N=CC=C2C1SC(=C2OC)C(=O)N[C@H]2CCOC1=CC=CC=C21 7-(3,5-Dichlorophenyl)-N-[(4S)-3,4-dihydro-2H-chromen-4-yl]-3-methoxythieno[2,3-c]pyridine-2-carboxamide